dibenzoyl-tartaric anhydride C(C1=CC=CC=C1)(=O)C1(C(C(=O)OC1=O)(O)C(C1=CC=CC=C1)=O)O